C1N(CCC2=CC=CC=C12)C[C@H](CN1CCOC2=C(C1=O)C=CC(=C2)CN2CCC(CC2)OC)O 4-[(2R)-3-(3,4-dihydro-1H-isoquinolin-2-yl)-2-hydroxy-propyl]-8-[(4-methoxy-1-piperidyl)methyl]-2,3-dihydro-1,4-benzoxazepin-5-one